C(C=C)(=O)OCCCCCCC[SiH](Cl)Cl acryloxyheptyl-dichlorosilane